(4-Bromo-3-fluorobenzyl)carbamic acid tert-butyl ester C(C)(C)(C)OC(NCC1=CC(=C(C=C1)Br)F)=O